4-chloro-5-ethyl-7-[(4-methoxyphenyl)methoxy]-6,7-dihydro-5H-cyclopenta[b]pyridine ClC1=C2C(=NC=C1)C(CC2CC)OCC2=CC=C(C=C2)OC